N-(pyridin-4-ylmethyl)-[1,1'-biphenyl]-4-sulfonamide N1=CC=C(C=C1)CNS(=O)(=O)C1=CC=C(C=C1)C1=CC=CC=C1